OCC=CCN1C=NC(=C1)C(=O)NCCO 1-(4-Hydroxybut-2-en-1-yl)-N-(2-hydroxyethyl)-1H-imidazole-4-carboxamide